FC=1C=C(C=CC1)CN1N2[C@@H](C(=C(C1=O)C(=O)NC1=C(OC(=C1)C)C(F)(F)F)O)CCC2 (4aR)-1-[(3-Fluorophenyl)methyl]-4-hydroxy-N-[5-methyl-2-(trifluoromethyl)furan-3-yl]-2-oxo-4a,5,6,7-tetrahydropyrrolo[1,2-b]pyridazine-3-carboxamide